2-(1-{N-methyl-5-[(tert-butoxy)carbonyl]-4H,5H,6H,7H-pyrazolo[1,5-a]pyrazine-3-amido}cyclopropyl)benzoic acid CN(C(=O)C=1C=NN2C1CN(CC2)C(=O)OC(C)(C)C)C2(CC2)C2=C(C(=O)O)C=CC=C2